NC=1C=2N(C3=C(N1)C=NC(=C3)C(=O)N3[C@@H]1[C@H](CCC3)OC3=C1C=CC(=C3)C(F)(F)F)C=NC2 (4-aminoimidazo[1,5-a]pyrido[3,4-e]pyrazin-8-yl)((4aS,9bS)-7-(trifluoromethyl)-3,4,4a,9b-tetrahydrobenzofuro[3,2-b]pyridin-1(2H)-yl)methanone